O=C1NC2(CN(C2)C(=O)OC2CC(C2)OCC2=CC(=C(C=C2)F)F)CO1 3-((3,4-difluorobenzyl)oxy)cyclobutyl 6-oxo-7-oxa-2,5-diazaspiro[3.4]octane-2-carboxylate